ClC1=CC=C(OCC(=O)NN2CCC(CC2)CNC(OC(C)(C)C)=O)C=C1 tert-butyl ((1-(2-(4-chlorophenoxy)acetamido)piperidin-4-yl)methyl)carbamate